methyl 2-[[4-[4-tert-butoxycarbonyl-6-[(4-cyano-2-fluoro-phenyl)methoxy]-2-pyridyl]-2-fluoro-phenyl]methyl]-3-(2-methoxyethyl)benzimidazole-5-carboxylate C(C)(C)(C)OC(=O)C1=CC(=NC(=C1)OCC1=C(C=C(C=C1)C#N)F)C1=CC(=C(C=C1)CC=1N(C2=C(N1)C=CC(=C2)C(=O)OC)CCOC)F